3-[2-(1-{[3,5-bis(difluoromethyl)-1H-pyrazol-1-yl] acetyl} piperidin-4-yl)-1,3-thiazol-4-yl]-1,5-dihydro-2,4-benzodioxepin-6-ylmethylsulfonate FC(C1=NN(C(=C1)C(F)F)CC(=O)N1CCC(CC1)C=1SC=C(N1)C1OCC2=C(CO1)C=CC=C2CS(=O)(=O)[O-])F